C(OCC(F)F)(O[C@H]1CN(CC1(F)F)C=1C=2N(N=C(C1)C=1C(NC(NC1)=O)=O)C=CN2)=O (S)-2,2-difluoroethyl (1-(6-(2,4-dioxo-1,2,3,4-tetrahydropyrimidin-5-yl)imidazo[1,2-b]pyridazin-8-yl)-4,4-difluoropyrrolidin-3-yl) carbonate